5-butyl-4-methylthiazol C(CCC)C1=C(N=CS1)C